C(C1=CC=CC=C1)C=1C=C(C=CC1)C1=CC=C2C(=C(C(N(C2=N1)C)=O)C(=O)OC)O methyl 7-(3-benzylphenyl)-4-hydroxy-1-methyl-2-oxo-1,2-dihydro-1,8-naphthyridine-3-carboxylate